CC(CO)(C(C(C)C)O)C 2,2,4-trimethyl-pentane-1,3-diol